CN([C@H](C(=O)O)CCCCN1C(C=CC1=O)=O)C (S)-2-(dimethylamino)-6-(2,5-dioxo-2,5-dihydro-1H-pyrrol-1-yl)hexanoic acid